FC(C=1C=C(C=CC1)S(=O)(=O)N1CCC(CC1)NC1(C2C(=NC=C1)NCC2)C#N)(F)F 4-((1-((3-(trifluoromethyl)phenyl)sulfonyl)piperidin-4-yl)amino)-2,3-dihydro-1H-pyrrolo[2,3-b]pyridin-4-carbonitrile